C(C)(C)(C)OC(C=CC1=CC=C(C=C1)C1=CC(=C(C=C1)OCC(=O)O)C12CC3CC(CC(C1)C3)C2)=O 3-(3'-Adamantan-1-yl-4'-carboxymethoxy-biphenyl-4-yl)acrylic acid tert-butyl ester